4-[4-cyano-2-({[(2'R,4S)-6-(1,3-thiazol-2-yl)-2,3-dihydrospiro[chromen-4,1'-cyclopropane]-2'-yl]carbonyl}amino)phenyl]butanoic acid C(#N)C1=CC(=C(C=C1)CCCC(=O)O)NC(=O)[C@H]1[C@]2(C1)CCOC1=CC=C(C=C12)C=1SC=CN1